4-amino-7-bromo-2-{4-[(2-fluoroacrylamido)-2-methylphenyl]-1-methylpyrrolo[3,2-c]pyridin-3-yl}-3-chloro-N-[(2R)-1,1,1-trifluoropropan-2-yl]pyridine-2-carboxamide NC1=C(C(NC=C1)(C(=O)N[C@@H](C(F)(F)F)C)C1=CN(C2=C1C(=NC=C2Br)C2=C(C(=CC=C2)NC(C(=C)F)=O)C)C)Cl